ethyl 5-(N-(2-(4-(4-((tert-butoxycarbonyl) amino) benzoyl) piperazin-1-yl) phenyl)-N-phenethylsulfamoyl)-benzofuran-2-carboxylate C(C)(C)(C)OC(=O)NC1=CC=C(C(=O)N2CCN(CC2)C2=C(C=CC=C2)N(S(=O)(=O)C=2C=CC3=C(C=C(O3)C(=O)OCC)C2)CCC2=CC=CC=C2)C=C1